2-(6-amino-5-(5-benzyl-2,5-diazabicyclo[2.2.1]heptan-2-yl)pyridazin-3-yl)phenol NC1=C(C=C(N=N1)C1=C(C=CC=C1)O)N1C2CN(C(C1)C2)CC2=CC=CC=C2